5-(methylamino)-2-(trifluoromethyl)thiazole-4-carboxylic acid ethyl ester C(C)OC(=O)C=1N=C(SC1NC)C(F)(F)F